2,4-diamino-7-chloromethylpteridine NC1=NC2=NC(=CN=C2C(=N1)N)CCl